C(CCCCCCCCCCC\C=C/CCCCCCCC)C(O)(C[N+](C)(C)C)CC([O-])=O Erucyl-carnitine